C(C1=CC=CC=C1)OC=1C(=C2CC[C@@](OC2=C(C1C)C)(C)CC\C=C(\CCC=C(C)C)/C)C (R,E)-6-(benzyloxy)-2-(4,8-dimethylnona-3,7-dien-1-yl)-2,5,7,8-tetramethylchromane